6-[2,6-Difluoro-3-(1-methyl-1,3-benzodiazole-4-sulfonamido)phenyl]-7-fluoro-N-methyl-1H-indazole-3-carboxamide FC1=C(C(=CC=C1NS(=O)(=O)C1=CC=CC=2N(C=NC21)C)F)C2=CC=C1C(=NNC1=C2F)C(=O)NC